(S)-tert-Butyl 2-(2-hydroxypropan-2-yl)-4-(methoxyimino)pyrrolidine-1-carboxylate OC(C)(C)[C@H]1N(CC(C1)=NOC)C(=O)OC(C)(C)C